propyl-sulfonate lithium [Li+].C(CC)S(=O)(=O)[O-]